(3S)-3-[5-[4-[[1-[4-[(1S,2S)-6-hydroxy-2-(2,2,2-trifluoroethyl)tetralin-1-yl]phenyl]-4-piperidyl]methyl]piperazin-1-yl]-1-oxo-isoindolin-2-yl]piperidine-2,6-dione OC=1C=C2CC[C@H]([C@H](C2=CC1)C1=CC=C(C=C1)N1CCC(CC1)CN1CCN(CC1)C=1C=C2CN(C(C2=CC1)=O)[C@@H]1C(NC(CC1)=O)=O)CC(F)(F)F